7-(4-cyclopropylpiperazin-1-yl)-2-(4,6-dimethylpyrazolo[1,5-a]pyrazin-2-yl)-4H-pyrido[1,2-a]pyrimidin-4-one C1(CC1)N1CCN(CC1)C=1C=CC=2N(C(C=C(N2)C2=NN3C(C(=NC(=C3)C)C)=C2)=O)C1